C(C)OC=1C(=CC=2C(N1)=NN(C2)C)C(=O)O 6-ethoxy-2-methyl-2H-pyrazolo[3,4-b]pyridine-5-carboxylic acid